NC=1C(=C(C=C2C=C(N=CC12)NC1=NN2CC(N(CCC2=C1)C(C)C)=O)OCC1=CC=CC=C1)F 2-((8-amino-6-(benzyloxy)-7-fluoroisoquinolin-3-yl)amino)-6-isopropyl-5,6-dihydro-4H-pyrazolo[1,5-d][1,4]diazepin-7(8H)-one